7-[[(2S)-1-[(2S,4R)-4-hydroxy-2-([[4-(4-methyl-1,3-thiazol-5-yl)phenyl]methyl]carbamoyl)pyrrolidin-1-yl]-3,3-dimethyl-1-oxobutan-2-yl]carbamoyl]heptanoic acid O[C@@H]1C[C@H](N(C1)C([C@H](C(C)(C)C)NC(=O)CCCCCCC(=O)O)=O)C(NCC1=CC=C(C=C1)C1=C(N=CS1)C)=O